1,9-Dinitrodibenzo[b,d]iodolium bromid [Br-].[N+](=O)([O-])C1=CC=CC=2[I+]C3=C(C21)C(=CC=C3)[N+](=O)[O-]